COC1=CC=C(C=C1)SSC1=CC=C(C=C1)OC di(4-methoxyphenyl) disulfide